CC(C)(C(CCCC(=C)C)C)O 2,3,7-trimethyloct-7-en-2-ol